[Sb].[Sb] stibium-stibium